6-((2-((3-(N,N-dihexylcarbamoyl)propyl)-N-methylamino)ethyl)(6-(1-hexylnonylcarbonyloxy)hexyl)amino)hexyl 2-hexyldecanoate C(CCCCC)C(C(=O)OCCCCCCN(CCCCCCOC(=O)C(CCCCCCCC)CCCCCC)CCN(C)CCCC(N(CCCCCC)CCCCCC)=O)CCCCCCCC